BrC=1C(NC=CC1C)O 3-bromo-4-methyl-1,2-dihydropyridin-2-ol